CC1=NC=2N(C(=C1CC1=CC=C(C=C1)S(=O)(=O)Cl)N1CCCC1)N=CN2 4-[(5-methyl-7-pyrrolidin-1-yl-[1,2,4]triazolo[1,5-a]pyrimidin-6-yl)methyl]benzenesulfonyl chloride